(2S,4R)-4-Cyano-1-(1H-indole-2-carbonyl)-N-((S)-1-oxo-3-((S)-2-oxopyrrolidin-3-yl)propan-2-yl)pyrrolidine-2-carboxamide C(#N)[C@@H]1C[C@H](N(C1)C(=O)C=1NC2=CC=CC=C2C1)C(=O)N[C@H](C=O)C[C@H]1C(NCC1)=O